FC=1C=C(C=CC1)N1C=C(C2=C1N=CN=C2N2C[C@H](N(C[C@@H]2C)C(=O)OC(C)(C)C)C)N2C(CC2)=O tert-butyl (2R,5S)-4-(7-(3-fluorophenyl)-5-(2-oxoazetidin-1-yl)-7H-pyrrolo[2,3-d]pyrimidin-4-yl)-2,5-dimethylpiperazine-1-carboxylate